ClC[C@@H]1CN(C=2C=C(C3=C(C12)C=CC=C3)O)C(CCCC(=O)NC=3C=C(N(C3)C)C(=O)NC3=CC=C(C=C3)C=3C=C(N(C3)C)C(=O)OC)=O methyl (S)-4-(4-(4-(5-(1-(chloromethyl)-5-hydroxy-1,2-dihydro-3H-benzo[e]indol-3-yl)-5-oxopentanamido)-1-methyl-1H-pyrrole-2-carboxamido)phenyl)-1-methyl-1H-pyrrole-2-carboxylate